CC1=C(C#N)C(=CC=C1)C1CCN2N1C=1C=C(C=CC1C2=O)C=2C=NC(=NC2)N2CCOCC2 2-methyl-6-(6-(2-morpholinylpyrimidin-5-yl)-9-oxo-1,2,3,9-tetrahydropyrazolo[1,2-a]indazol-3-yl)benzonitrile